BrC1=C(C=C(C=C1C)NC1=NC=C(C(=N1)NC(CC)CC)C)C(C)(C)O 2-(2-bromo-3-methyl-5-((5-methyl-4-(pent-3-ylamino)pyrimidin-2-yl)amino)phenyl)propan-2-ol